2-(5-chloro-benzotriazolyl)-6-tert-butyl-p-cresol ClC1=C(C2=C(NN=N2)C=C1)C1=CC(=CC(=C1O)C(C)(C)C)C